ClC=1C=C(C(=NC1)OC1=CC=C(C=C1)N1N=C(N=N1)CC(CO)NC(OC(C)(C)C)=O)F tert-Butyl (1-(2-(4-((5-chloro-3-fluoropyridin-2-yl)oxy)phenyl)-2H-tetrazol-5-yl)-3-hydroxypropan-2-yl)carbamate